OCC1CCC(CC1)N1N=C2C=C(C(=CC2=C1)N(C(=O)C1=NC(=CC=C1)C(F)(F)F)C)C(C)(C)O 2-N-[2-[4-(hydroxymethyl)cyclohexyl]-6-(1-hydroxy-1-methyl-ethyl)indazol-5-yl]-N-methyl-6-(trifluoromethyl)pyridine-2-carboxamide